2-chloro-5-methoxy-N,N-bis(4-methoxybenzyl)pyrimidin-4-amine ClC1=NC=C(C(=N1)N(CC1=CC=C(C=C1)OC)CC1=CC=C(C=C1)OC)OC